7-(3,5-dimethyl-1,2-oxazol-4-yl)-8-methoxy-1-[(1R)-1-pyridin-2-ylethyl]-3H-imidazo[4,5-c]quinolin-2-one CC1=NOC(=C1C=1C(=CC=2C3=C(C=NC2C1)NC(N3[C@H](C)C3=NC=CC=C3)=O)OC)C